P(=O)(O)(O)O.[C@@H]1([C@H](O)[C@H](O)[C@@H](COP(=O)(O)O)O1)N1C=NC=2C(=O)NC(N)=NC12 5'-guanylic acid monophosphate